Ethyl 2-methyl-1-(naphthalen-2-yl)spiro[3.3]heptane-2-carboxylate CC1(C(C2(C1)CCC2)C2=CC1=CC=CC=C1C=C2)C(=O)OCC